N-ethyl-4-(3-oxopiperazin-1-yl)-2-(4-(m-tolyl)-1H-pyrazol-1-yl)furo[3,2-d]pyrimidine-6-carboxamide C(C)NC(=O)C1=CC=2N=C(N=C(C2O1)N1CC(NCC1)=O)N1N=CC(=C1)C=1C=C(C=CC1)C